bis-trimethoxysilyl-tetramethyl-disiloxane CO[Si](OC)(OC)[Si](O[Si](C)(C)C)(C)[Si](OC)(OC)OC